5-[2-(2-{[methyl(oxo)(quinolin-8-yl)-λ6-sulfanylidene]amino}phenyl)ethynyl]pyridine-2-carboxylic acid CS(C=1C=CC=C2C=CC=NC12)(=O)=NC1=C(C=CC=C1)C#CC=1C=CC(=NC1)C(=O)O